4-(benzylthio)morpholine (3-(2,6-Dioxopiperidin-3-yl)-2-methylquinolin-7-yl)methyl-(3-(tert-butyl)phenyl)carbamate O=C1NC(CCC1C=1C(=NC2=CC(=CC=C2C1)CN(C(O)=O)C1=CC(=CC=C1)C(C)(C)C)C)=O.C(C1=CC=CC=C1)SN1CCOCC1